Cl.COC=1C=CC2=C(CC(CC=3N2C(=NN3)[C@@H]3CC[C@H](CC3)OC3=NC=CC=C3)N)C1 8-methoxy-1-[trans-4-(pyridin-2-yloxy)cyclohexyl]-5,6-dihydro-4H-[1,2,4]triazolo[4,3-a][1]benzazepin-5-amine hydrochloride